3-(4-methylbenzoyl)-4-trifluoromethanesulfonyl-5-(4-methylphenyl)isoxazole ethyl-3-(3-(cyanomethylene)hexahydroimidazo[1,5-a]pyrazin-2(3H)-yl)-2,2-dimethylpropanoate hydrochloride Cl.C(C)OC(C(CN1C(N2C(CNCC2)C1)=CC#N)(C)C)=O.CC1=CC=C(C(=O)C2=NOC(=C2S(=O)(=O)C(F)(F)F)C2=CC=C(C=C2)C)C=C1